NC1=C(C(=NN1C1CC(C1)CN1CCNCC1)C1=CC=C2C=CC(=NC2=C1)C1=CC=CC=C1)C(=O)N 5-amino-3-(2-phenylquinolin-7-yl)-1-((1s,3s)-3-(piperazin-1-ylmethyl)cyclobutyl)-1H-pyrazole-4-carboxamide